Ethyl 6-(bromomethyl)imidazo[1,2-a]pyridine-2-carboxylate BrCC=1C=CC=2N(C1)C=C(N2)C(=O)OCC